C(C)NCC.C(CCCCCCC\C=C/CCCCCCCC)(=O)N[C@@H](CCC(=O)O)C(=O)O oleoyl-glutamic acid diethylamine salt